C(C)(C)(C)[C@H]1CC[C@H](CC1)N1CCC(CC1)N1C=C(C2=CC=CC=C12)C=NO 1-(1-(cis-4-(tert-butyl)cyclohexyl)piperidin-4-yl)-1H-indole-3-carbaldehyde oxime